C1(CCCCC1)CCCCCCCCCCC(O[Si](OCCCCCCN(CC#C)C)(C)C)OCCCCCCCC\C=C/C\C=C/CCCCC (20Z,23Z)-10-(10-cyclohexyldecyl)-N,8,8-trimethyl-N-(prop-2-yn-1-yl)-7,9,11-trioxa-8-silanonacosa-20,23-dien-1-amine